5-Methyl-2-(3-phenylpropyl)oxazole-4-carboxylic acid CC1=C(N=C(O1)CCCC1=CC=CC=C1)C(=O)O